1-(((5s,7s)-7-fluoro-5-phenyl-6,7-dihydro-5H-pyrrolo[1,2-b][1,2,4]triazol-2-yl)sulfonyl)cyclopropanecarbonitrile F[C@H]1C[C@H](N2N=C(N=C21)S(=O)(=O)C2(CC2)C#N)C2=CC=CC=C2